CC=1NC(=C2C=CC=CC12)C dimethylisoindole